COC1=C(C=CC2=CC3=CC=CC=C3C=C12)OC 1,2-dimethoxy-anthracene